N=1N=CC=CC=CCC(C=CC1)=O diazacyclododecin-9-one